(2S,5S)-N-[3-(5-{4-[4-(dimethoxymethyl)piperidin-1-yl]phenyl}-1H-pyrrolo[2,3-b]pyridine-3-carbonyl)-2,4-difluorophenyl]-2,5-dimethylpyrrolidine-1-sulfonamide COC(C1CCN(CC1)C1=CC=C(C=C1)C=1C=C2C(=NC1)NC=C2C(=O)C=2C(=C(C=CC2F)NS(=O)(=O)N2[C@H](CC[C@@H]2C)C)F)OC